C(C1=CC=CC=C1)(=O)NC1=NC=2C(=NC=C(C2)C(=O)N)N1C\C=C\CN1C(=NC2=C1C(=CC(=C2)C(N)=O)OCCCN2CCOCC2)NC(C2=CC=CC=C2)=O (E)-2-benzamido-3-(4-(2-benzamido-5-carbamoyl-7-(3-morpholinopropoxy)-1H-benzo[d]imidazol-1-yl)but-2-en-1-yl)-3H-imidazo[4,5-b]pyridine-6-carboxamide